CC(C(C#COOC(C)(C)C)(OOC(C)(C)C)C)CC dimethyl-bis(tert-butylperoxy)hexyne